N-[(7S)-3-hydroxy-1,2-dimethoxy-10-methylsulfanyl-9-oxo-5,6,7,9-tetrahydrobenzo[a]heptalen-7-yl]amine OC1=CC2=C(C3=CC=C(C(C=C3[C@H](CC2)N)=O)SC)C(=C1OC)OC